FC1(COC2=C1C=CC=C2[C@@H](C)NC2=NC(=NC1=CC(=C(C=C21)C=2CCSCC2)OC)C)F N-[(1R)-1-(3,3-difluoro-2H-benzofuran-7-yl)ethyl]-6-(3,6-dihydro-2H-thiopyran-4-yl)-7-methoxy-2-methyl-quinazolin-4-amine